C(C)(C)(C)OC(=O)C1CCN(CC1)CC1=C(C(=NC=C1)Cl)F.N1=CC=CC2=C(C=C3C=CC=NC3=C12)C1=NC(=CC=C1)C1=C2C=CC=NC2=C2N=CC=CC2=C1 2,6-bis(1,10-phenanthroline-5-yl)pyridine tert-butyl-1-((2-chloro-3-fluoropyridin-4-yl)methyl)piperidine-4-carboxylate